ClC(OC1=CC=C(C=C1)NC(=O)C1=CC=2C3C(N(C2C(=C1)C1=CC=NN1)C(C)C)C(CC3)O)(F)F N-(4-(chlorodifluoromethoxy)phenyl)-3-hydroxy-4-isopropyl-5-(1H-pyrazol-5-yl)-1,2,3,3a,4,8b-hexahydrocyclopenta[b]indole-7-carboxamide